N-((1R,2s)-2-(3,4-Difluorophenyl)cyclopropyl)-9-methyl-2-propoxy-9H-purin-6-amine hydrochloride Cl.FC=1C=C(C=CC1F)[C@H]1[C@@H](C1)NC1=C2N=CN(C2=NC(=N1)OCCC)C